7-chloro-N-[(3-methyloxetan-3-yl)methyl]quinolin-4-amine ClC1=CC=C2C(=CC=NC2=C1)NCC1(COC1)C